C(C)N(S(=O)(=O)C1=CC=C2CCN(CC2=C1)C(C(C)C)=O)[C@@H](C)C1=CC=C(C=C1)C(F)(F)F (S)-N-ethyl-2-isobutyryl-N-(1-(4-(trifluoromethyl)phenyl)ethyl)-1,2,3,4-tetrahydroisoquinoline-7-sulfonamide